[C@@H]1([C@H](O)[C@H](O)[C@@H](CO)O1)N1C=NC=2C(N)=NC=NC12 anti-adenosine